ClC=1C=C(C=NC1OC)[C@H](CC1=NC(=NC(=N1)N[C@@H](CO)CC(C)C)NS(=O)(=O)C)C |o1:9| N-(4-((S*)-2-(5-chloro-6-methoxypyridin-3-yl)propyl)-6-(((R)-1-hydroxy-4-methylpentan-2-yl)amino)-1,3,5-triazin-2-yl)methanesulfonamide